(2R,4S)-2-(2-(5-(8-bromo-1H-imidazo[4,5-c]quinolin-1-yl)pent-2-yloxy)-5-fluorophenyl)-4-fluoropyrrolidine-1-carboxylic acid tert-butyl ester C(C)(C)(C)OC(=O)N1[C@H](C[C@@H](C1)F)C1=C(C=CC(=C1)F)OC(C)CCCN1C=NC=2C=NC=3C=CC(=CC3C21)Br